C1(CCCCC1)CCNC(=O)C1=CC=C(C=C1)C(=O)NCCC1CCCCC1 N,N'-bis(cyclohexylethyl)-1,4-benzenedicarboxamide